2-(6,11-dihydrothiochromeno[4,3-b]indol-1-yloxy)-N,N-dimethylethylamine C1(=C2C(=CC=C1)SCC1=C2NC2=CC=CC=C12)OCCN(C)C